methyl 2-methyl-1,1-dioxo-4,5-dihydro-3H-1λ6,2-benzothiazepine-8-carboxylate CN1S(C2=C(CCC1)C=CC(=C2)C(=O)OC)(=O)=O